methyl-1-benzyl-2-(p-tolyl)-1H-benzo[d]Imidazole CC1=CC=CC=2N(C(=NC21)C2=CC=C(C=C2)C)CC2=CC=CC=C2